CN(C1CN(CC1)CC=CC1=CC=C(C=C1)C1(NNC(=N1)N)N)C 3-(4-(3-dimethylaminopyrrolidin-1-ylprop-1-enyl)phenyl)-1H-1,2,4-triazole-3,5-diamine